3-[2-(6-Chloro-7-fluoro-1-methyl-1,3-benzodiazol-5-yl)ethynyl]-1-[(3S,5R)-5-(methoxymethyl)-1-(prop-2-enoyl)pyrrolidin-3-yl]-5-(methylamino)pyrazole-4-carboxamide ClC=1C(=CC2=C(N(C=N2)C)C1F)C#CC1=NN(C(=C1C(=O)N)NC)[C@@H]1CN([C@H](C1)COC)C(C=C)=O